9,9-dipentyloxy-2-nonanol C(CCCC)OC(CCCCCCC(C)O)OCCCCC